3-fluoro-3-butene FC(CC)=C